N-(4-((6-chloroimidazo[1,2-b]pyridazin-8-yl)oxy)-3-fluorophenyl)-1-(4-fluorophenyl)-6-methyl-2-Oxo-1,2-dihydropyridine-3-carboxamide ClC=1C=C(C=2N(N1)C=CN2)OC2=C(C=C(C=C2)NC(=O)C=2C(N(C(=CC2)C)C2=CC=C(C=C2)F)=O)F